C1(=CC=CC=C1)C1=C(C(=NN=N1)C1=C(C=CC=C1)C1=C(C=CC=2[Se]C3=C(C21)C=CC=C3)C3=CC=CC=C3)C3=C(C(=C(C=C3)C)C)C3=CC=CC=2C1=CC=CC=C1CC32 [phenyl(dimethylfluorenylphenyl)triazinyl](phenyldibenzoselenophenyl)benzene